ClC1=CC=C2C(=C1)NC(C21N(C(C=2N=C(N(C21)C(C)C)C=2C=C(C=CC2OC)CC(=O)N(C)C)=O)C2=C(C=CC(=C2)Cl)C)=O 2-(3-(6-chloro-5'-(5-chloro-2-methylphenyl)-3'-isopropyl-2,6'-dioxo-5',6'-dihydro-3'H-spiro[indoline-3,4'-pyrrolo[3,4-d]imidazole]-2'-yl)-4-methoxyphenyl)-N,N-dimethylacetamide